C(C1=CC=CC=C1)N1C=NC2=C1C=CC=N2 N-benzylimidazopyridine